[Ni].[Be] Beryllium-Nickel